5-chloro-2-fluoropyrimidin ClC=1C=NC(=NC1)F